(1-(tetrahydrofuran-3-yl)piperidin-3-yl)methanesulfonyl chloride O1CC(CC1)N1CC(CCC1)CS(=O)(=O)Cl